2-(1,5-dimethyl-3-phenyl-1H-pyrrol-2-yl)-N-{4-[4-(5-fluoropyrimidin-2-ylamino)-piperidin-1-yl]phenyl}-2-oxoacetamide CN1C(=C(C=C1C)C1=CC=CC=C1)C(C(=O)NC1=CC=C(C=C1)N1CCC(CC1)NC1=NC=C(C=N1)F)=O